(R)-1-(2-chlorophenyl)ethyl (4-(5-acetamidopyridin-2-yl)-1-methyl-1H-1,2,3-triazol-5-yl)carbamate C(C)(=O)NC=1C=CC(=NC1)C=1N=NN(C1NC(O[C@H](C)C1=C(C=CC=C1)Cl)=O)C